CN(C(=O)OC[C@@H](/C=C/C=C(\C)/[C@@H](C=O)[C@H](\C=C\[C@@H]([C@@](CC[C@@H](CC=O)O)(C)O)OC(C)=O)C)C)C Acetic acid [(2s,3s,4e,6s,7s,10s)-2-[(2e,4e,6r)-7-(dimethylcarbamoyloxy)-6-methylhept-2,4-dien-2-yl]-7,10-dihydroxy-3,7-dimethyl-12-oxo-1-oxododec-4-en-6-yl] ester